5-(3-methanesulfonylpropyl)-4-[(1S,6S)-3-methyl-6-(propan-2-yl)cyclohex-2-en-1-yl]benzene-1,3-diol CS(=O)(=O)CCCC=1C(=C(C=C(C1)O)O)[C@@H]1C=C(CC[C@H]1C(C)C)C